2-methyl-3-(((1r,3s,5s)-3-(4-methylpiperidin-1-yl)-8-azabicyclo[3.2.1]oct-8-yl)sulfonyl)-2,4,6,7-tetrahydropyrano[4,3-c]pyrazole CN1N=C2C(=C1S(=O)(=O)N1[C@H]3CC(C[C@@H]1CC3)N3CCC(CC3)C)COCC2